1-[[2-[2-fluoro-5-(trifluoromethoxy)phenyl]pyrrolo[2,3-c]pyridin-6-yl]methyl]benzotriazole FC1=C(C=C(C=C1)OC(F)(F)F)C=1C=C2C(=CN(C=C2)CN2N=NC3=C2C=CC=C3)N1